2-(5-(cyclopropylmethyl)-3-(3-(pyrrolidine-1-carbonyl)phenyl)-4-(4-sulfamoylbenzyl)-1H-pyrazol-1-yl)thiazole-4-carboxylic acid C1(CC1)CC1=C(C(=NN1C=1SC=C(N1)C(=O)O)C1=CC(=CC=C1)C(=O)N1CCCC1)CC1=CC=C(C=C1)S(N)(=O)=O